3-(5-Amino-6-(1-methyl-1H-1,2,4-triazol-3-yl)pyrazin-2-yl)-N-(2-azabicyclo[2.1.1]hexan-4-yl)-4-methylbenzenesulfonamide trifluoroacetate salt FC(C(=O)O)(F)F.NC=1N=CC(=NC1C1=NN(C=N1)C)C=1C=C(C=CC1C)S(=O)(=O)NC12CNC(C1)C2